bis-isononyl adipate C(CCCCC(=O)OCCCCCCC(C)C)(=O)OCCCCCCC(C)C